(7R,14R)-1-(difluoromethoxy)-11-(4-((dimethylphosphoryl)methyl)-3,5-difluorophenyl)-6-methyl-6,7-dihydro-7,14-methanobenzo[f]benzo[4,5]imidazo[1,2-a][1,4]diazocin-5(14H)-one FC(OC1=CC=CC=2C(N([C@H]3C=4N([C@@H](C21)C3)C3=C(N4)C=CC(=C3)C3=CC(=C(C(=C3)F)CP(=O)(C)C)F)C)=O)F